CC1(CNCCO1)C(=O)C1=CC=C(C=C1)SC 2-methyl-4'-(methylsulfanyl)-2-morpholinophenone